trans-N-(3-(2-Cyclopropylthiazol-5-yl)phenyl)-4-(2-hydroxyacetamido)-N-((trans-4-(4-methoxy-3-methylphenyl)cyclohexyl)methyl)-cyclohexanecarboxamide C1(CC1)C=1SC(=CN1)C=1C=C(C=CC1)N(C(=O)[C@@H]1CC[C@H](CC1)NC(CO)=O)C[C@@H]1CC[C@H](CC1)C1=CC(=C(C=C1)OC)C